Benzyl (1S,3R)-5-bromo-3-(((tert-butyldimethylsilyl)oxy)methyl)-1-methyl-3,4-dihydroisoquinoline-2(1H)-carboxylate BrC1=C2C[C@@H](N([C@H](C2=CC=C1)C)C(=O)OCC1=CC=CC=C1)CO[Si](C)(C)C(C)(C)C